N'-hydroxy-3-phenylcyclobutanecarboxamidine ON=C(N)C1CC(C1)C1=CC=CC=C1